C(CCC)[P+](CC)(CCCC)CCCC tributylethylphosphonium